N(=[N+]=[N-])CCCCCCCCCCO 10-azido-1-decanol